ClCCC(=O)N1CCN(CC1)C1=NC=CC=C1 3-chloro-1-[4-(pyridin-2-yl)piperazin-1-yl]-1-propanone